CC(C(=O)O)=CC=CC1=CC=CC=C1 (α-methyl)styrene-acrylic acid